FC(C1=NN=C(O1)C1=CC(=C(CC2N(CCN(C2)C2COC2)C(=O)N)C=C1)F)F (4-(5-(difluoromethyl)-1,3,4-oxadiazol-2-yl)-2-fluorobenzyl)-4-(oxetan-3-yl)piperazin-1-carboxamide